tungsten-uranium dioxide [O-2].[O-2].[U+6].[W+4]